2-(benzyloxy)-8-iodobicyclo[4.2.0]octa-1(6),2,4-triene C(C1=CC=CC=C1)OC=1C=2C(CC2C=CC1)I